FC=1C(=C(C(=O)O)C=C(C1)[N+](=O)[O-])C 3-fluoro-2-methyl-5-nitrobenzoic acid